FC=1C=CC=C2C(CC(OC12)(C)C)NC(=O)[C@H]1[C@@H](C1)[C@H](CCOC)N1C(NC(CC1=O)(C)C)=[NH2+] [1-[(1S)-1-[(1R,2R)-2-[(8-fluoro-2,2-dimethyl-chroman-4-yl)carbamoyl]cyclopropyl]-3-methoxy-propyl]-4,4-dimethyl-6-oxo-hexahydropyrimidin-2-ylidene]ammonium